Cl.C(CCC)OC(=O)N1CCN(CC1)C([C@H](CP(=O)(O)O)NC(=O)C1=NC(=NC(=C1)N1C[C@H](CC1)OC)C1=CC=CC=C1)=O 4-((R)-2-{[6-((S)-3-methoxy-pyrrolidin-1-yl)-2-phenyl-pyrimidine-4-carbonyl]-amino}-3-phosphono-propionyl)-piperazine-1-carboxylic acid butyl ester hydrochloride